(E)-1-[2,4-Dihydroxy-6-[(2S,3R,4R,5S,6R)-3,4,5-trihydroxy-6-(hydroxymethyl)oxan-2-yl]oxyphenyl]-3-(4-hydroxyphenyl)prop-2-en-1-one OC1=C(C(=CC(=C1)O)O[C@@H]1O[C@@H]([C@H]([C@H]([C@H]1O)O)O)CO)C(\C=C\C1=CC=C(C=C1)O)=O